C(C)(CC)O[Al](OC(C)CC)OC(C)CC tri-sec-Butoxyaluminum